(4-(4-methylpiperazin-1-yl)piperidin-1-yl)methanon CN1CCN(CC1)C1CCN(CC1)C=O